1-phenyl-N-(2,3,6-trifluoro-4-(8-isopropyl-2-(isopropylamino)-7-oxo-7,8-dihydropyrido[2,3-d]pyrimidin-6-yl)phenyl)methanesulfonamide C1(=CC=CC=C1)CS(=O)(=O)NC1=C(C(=C(C=C1F)C1=CC2=C(N=C(N=C2)NC(C)C)N(C1=O)C(C)C)F)F